C(C)(C)(C)OS1(C(=NC=2C1=NC(=CC2C(F)(F)F)Cl)C(=O)NC(=O)OC(C)(C)C)OC(C)(C)C tert-butyl {bis(tert-butoxy)-N-[5-chloro-7-(trifluoromethyl)(1,3-thiazolo[5,4-b]pyridin-2-yl)]carbonylamino}carboxylate